S(N)(OCCCCCCCCCCCCCCCC)(=O)=O O-hexadecyl sulfamate